BrC1=C(C=CC(=C1)Cl)N1N=CC=C1C(=O)OC methyl 1-(2-bromo-4-chlorophenyl)-1H-pyrazole-5-carboxylate